FC(C1=NN=C(O1)C1CN(CC12CN(C2)C(=O)[C@@H]2C(C2)(C)C)C(=O)C2=CN=CS2)(C2=CC=C(C=C2)C(=C)C(F)(F)F)F (8-(5-(difluoro(4-(3,3,3-trifluoroprop-1-en-2-yl)phenyl)methyl)-1,3,4-oxadiazol-2-yl)-2-((S)-2,2-dimethylcyclopropane-1-carbonyl)-2,6-diazaspiro[3.4]octan-6-yl)(thiazol-5-yl)methanone